(S)-8-((3S,5R)-3,5-dimethylpiperazin-1-yl)-11-(4-fluorophenyl)-3-(2-oxopyrrolidin-1-yl)-10-(trifluoromethyl)-3,4-dihydro-[1,4]thiazepino[2,3,4-ij]quinazolin-6(2H)-one C[C@H]1CN(C[C@H](N1)C)C1=NC(N2C3=C(C(=C(C=C13)C(F)(F)F)C1=CC=C(C=C1)F)SC[C@H](C2)N2C(CCC2)=O)=O